COC1=C(C=O)C=CC(=N1)C=1C(=C(C=CC1)C1=CC=CC=C1)C 2-methoxy-6-(2-methyl-[1,1'-biphenyl]-3-yl)nicotinaldehyde